N-((3S,4R)-1-cyano-4-methylpyrrolidin-3-yl)-5-phenylthiazole-2-carboxamide C(#N)N1C[C@H]([C@@H](C1)C)NC(=O)C=1SC(=CN1)C1=CC=CC=C1